N-(methyl(oxo)(pyridin-4-yl)-λ6-sulfanylidene)-4-((5-(trifluoromethyl)-1,2,4-oxadiazol-3-yl)methyl)benzamide CS(=NC(C1=CC=C(C=C1)CC1=NOC(=N1)C(F)(F)F)=O)(C1=CC=NC=C1)=O